ethyl 2-(2-((7-(5-methyl-1,2,4-oxadiazol-3-yl)isoquinolin-1-yl)amino)ethyl)-1-oxo-1,2,3,4-tetrahydropyrrolo[1,2-a]pyrazine-7-carboxylate CC1=NC(=NO1)C1=CC=C2C=CN=C(C2=C1)NCCN1C(C=2N(CC1)C=C(C2)C(=O)OCC)=O